isopropoxytitanium bis(ethylacetoacetate) C(C)CC(CC(=O)[O-])=O.C(C)CC(CC(=O)[O-])=O.C(C)(C)O[Ti+2]